C(C)(C)(C)OC(=O)N1CC2=CC=C(C(=C2CC1)F)Br 6-bromo-5-fluoro-3,4-dihydro-1H-isoquinoline-2-carboxylic acid tert-butyl ester